4-chloro-3-(3-hydroxypropoxy)-2-(1H-pyrazol-5-yl)benzonitrile ClC1=C(C(=C(C#N)C=C1)C1=CC=NN1)OCCCO